OC1=C(C=CC=C1)C(C=CC1=CC=C(OCCCCC=2N=NN(C2)CCNCCOC2=CC=C(C=C2)C=2OC3=CC=CC=C3C(C2)=O)C=C1)=O 2-[4-[2-[2-[4-[4-[4-[3-(2-Hydroxyphenyl)-3-oxoprop-1-enyl]phenoxy]butyl]triazol-1-yl]ethylamino]ethoxy]phenyl]chromen-4-one